ClC=1C(=CC=C2N=CC(=NC12)C=1C=NN(C1)CC1CCC(CC1)=O)OC=1C=CC2=C(N(C(=N2)C)COCC[Si](C)(C)C)C1 4-((4-(8-Chloro-7-((2-methyl-1-((2-(trimethylsilyl)ethoxy)methyl)-1H-benzo[d]imidazol-6-yl)oxy)quinoxalin-2-yl)-1H-pyrazol-1-yl)methyl)cyclohexan-1-one